NCC(CC(CCNCCCN1CCN(CC1)CCCNCCC(CCCCCCCCCCC)CC(CN)O)CCCCCCCCCCC)O 1,4-bis[(3-(3-amino-2-hydroxypropyl)-myristylamino)-propyl]-piperazine